BrC1=CC=C(C=C1)C1=CC(=NN1CC(=O)N[C@@H](CC(C)C)B(O)O)C1=C(C=CC=C1)OS(=O)(=O)C1=CC(=CC=C1)C(F)(F)F (R)-(1-(2-(5-(4-Bromophenyl)-3-(2-(((3-(trifluoromethyl)phenyl)sulfonyl)oxy)benzeneyl)-1H-pyrazol-1-yl)acetamido)-3-methylbutyl)boronic acid